5-(p-fluorophenyl-seleno)-1-methylsulfonyl-indoline FC1=CC=C(C=C1)[Se]C=1C=C2CCN(C2=CC1)S(=O)(=O)C